1,3-diisopropylbenzene C(C)(C)C1=CC(=CC=C1)C(C)C